C(C)(C)(C)C1=CC=C(NC2=C(C=3C(C4=CC=CC=C4C(C3C(=C2F)F)=O)=O)F)C=C1 2-(p-tert-butylanilino)-1,3,4-trifluoroanthraquinone